ClC1=CC=C(C=N1)C(C)N1\C(\C=CC=C1)=N/C(C(F)(F)F)=O (Z)-N-[1-[1-(6-chloro-3-pyridyl)ethyl]-2-pyridylidene]-2,2,2-trifluoro-acetamide